4-cyclohexyl-4-aza-tricyclo[5.2.1.02,6]-8-decene-3-one C1(CCCCC1)N1C(C2C3C=CC(C2C1)C3)=O